C(C1=CC=CC=C1)NC(=O)NN(C)CC(=O)O 2-(2-(benzylcarbamoyl)-1-methylhydrazino)acetic acid